3-methyl-N-(4-methylpyridin-2-yl)quinolin-2-amine CC=1C(=NC2=CC=CC=C2C1)NC1=NC=CC(=C1)C